C(C1=CC=CC=C1)OC(=O)N1CCN(CC1)C1=C(C=C(C(=C1)C(N)=O)N)F 4-(4-amino-5-carbamoyl-2-fluorophenyl)piperazine-1-carboxylic acid benzyl ester